[Si](C)(C)(C(C)(C)C)OCC1=NC2=CC=C(C=C2C(=C1)Cl)C(=O)N1CCOCC1 (2-(((tert-butyldimethylsilyl)oxy)methyl)-4-chloroquinolin-6-yl)(morpholino)methanone